4-(aminomethyl)imidazolidin-2-one NCC1NC(NC1)=O